aminoalcohol hydrochloride Cl.NO